NC=1C=C(C=CC1)OB(O)O L-3-aminophenylboric acid